dimethyl-(4-sulfonylphenyl)silane C[SiH](C1=CCC(C=C1)=S(=O)=O)C